FC1(N=C(N=N1)CC=1C=C2CN(NC2=CC1F)C)F difluoro(6-fluoro-2-methyl-(dihydro-indazol-5-yl)methyl)-[1,2,4]triazol